2-(methylthio)-5-(1-(tetrahydro-2H-pyran-2-yl)-1H-pyrazol-5-yl)pyrimidine CSC1=NC=C(C=N1)C1=CC=NN1C1OCCCC1